C(C1=CC=CC=C1)NC(N(C1=CC=C(C=C1)C=1C=NN(C1)CC=1C=NC=CC1)[C@@H]1CC[C@H](CC1)NC1=NC=C(C=C1)C#N)=O 3-benzyl-1-(trans-4-((5-cyanopyridin-2-yl)amino)cyclohexyl)-1-(4-(1-(pyridin-3-ylmethyl)-1H-pyrazol-4-yl)phenyl)urea